1-(3-(3-methyl-1-(tetrahydro-2H-pyran-2-yl)-1H-pyrazol-5-yl)-5-((R)-3-methylmorpholino)isothiazolo[4,5-b]pyridin-7-yl)cyclopentane-1-carbonitrile CC1=NN(C(=C1)C1=NSC=2C1=NC(=CC2C2(CCCC2)C#N)N2[C@@H](COCC2)C)C2OCCCC2